methylaminomethylbut-3-enamide CNCC(C(=O)N)C=C